ClC1=CC(=C(C(=O)NC2CC2)C=C1C=1C=NN(C1)C=1N=CC=2N(C1)C=CN2)F 4-chloro-N-cyclopropyl-2-fluoro-5-(1-imidazo[1,2-a]pyrazin-6-yl-1H-pyrazol-4-yl)-benzamide